COC1=C(C=CC=C1)C=1C=NN2C1N=C(C=C2)N2C[C@H](CC2)N(C(OC(C)C)=O)C 1-methylethyl N-[(3S)-1-[3-(2-methoxyphenyl) pyrazolo[1,5-a]pyrimidin-5-yl]-3-pyrrolidinyl]-N-methylcarbamate